3-(6-azaspiro[2.5]octan-6-yl)pyrazine-2-carboxamide C1CC12CCN(CC2)C=2C(=NC=CN2)C(=O)N